5-cyclopropyl-2-(4,4-difluoropiperidin-1-yl)-N-(2-sulfamoylpyridin-4-yl)-6-(trifluoromethoxy)-nicotinamide C1(CC1)C=1C(=NC(=C(C(=O)NC2=CC(=NC=C2)S(N)(=O)=O)C1)N1CCC(CC1)(F)F)OC(F)(F)F